3-(5-methyl-1,3-thiazol-2-yl)-5-(prop-2-yn-1-yloxy)benzoic acid CC1=CN=C(S1)C=1C=C(C(=O)O)C=C(C1)OCC#C